FC(CCN1N=CC(=C1)C=1C(=NC(=CC1)C)C1=CC=C2C=CC=NC2=C1)(C)C 7-(3-(1-(3-fluoro-3-methylbutyl)-1H-pyrazol-4-yl)-6-methylpyridin-2-yl)quinolin